FC1=CC=C(CNC(=O)C2=CC(=NC3=CC=CC=C23)C=2OC(=CC2)C)C=C1 N-(4-fluorobenzyl)-2-(5-methylfuran-2-yl)quinoline-4-carboxamide